CC(CCO)CC=CCCCCC 3-methylundec-5-en-1-ol